3-[3-Methyl-2-oxo-4-(pyrrolidin-3-yl)-1,3-benzodiazol-1-yl]piperidine-2,6-dione trifluoroacetate FC(C(=O)O)(F)F.CN1C(N(C2=C1C(=CC=C2)C2CNCC2)C2C(NC(CC2)=O)=O)=O